C(CCCCCCC(CCCCCCCCCC)O)O octadecane-1,8-diol